3-(2-oxo-1,2-dihydro-3H-imidazo[4,5-b]pyridin-3-yl)azetidine-1-carboxylic acid tert-butyl ester C(C)(C)(C)OC(=O)N1CC(C1)N1C(NC=2C1=NC=CC2)=O